3-acetamido-6-ethyl-4,5-dimethyl-tetrahydropyran C(C)(=O)NC1COC(C(C1C)C)CC